FC=1C=C(C=CC1)C1=NC2=CC=C(C=C2C(=C1)C1=NC2=CC=C(C=C2C(=C1)C(=O)O)F)F 2'-(3-fluorophenyl)-6,6'-difluoro-2,4'-biquinoline-4-carboxylic acid